BrC1=CC(=C2CCCC2=C1)CO[Si](C)(C)C(C)(C)C [(6-Bromo-2,3-dihydro-1H-inden-4-yl)methoxy](tert-butyl)dimethylsilane